ClC=1C=NN(C(C1Cl)=O)CC(=O)NC1=CC(=C(C=C1)S(NCCC1=NC=CC=C1)(=O)=O)C 2-(4,5-dichloro-6-oxo-pyridazin-1-yl)-N-[3-methyl-4-[2-(2-pyridyl)ethylsulfamoyl]phenyl]acetamide